1,4-dihydronaphthalene-2-carbaldehyde C1C(=CCC2=CC=CC=C12)C=O